1-N-t-butoxycarbonyl-3-hydroxypyrrolidine C(C)(C)(C)OC(=O)N1CC(CC1)O